C(CC([2H])([2H])[2H])(=O)C=1C(=CC(=NC1)NC(=O)C1CC1)NC1=NC=CC=2C=3C(CN(C12)C)=C(N(N3)C)C N-(5-(propanoyl-3,3,3-d3)-4-((2,3,5-trimethyl-4,5-dihydro-2H-pyrazolo[4,3-c][1,7]naphthyridin-6-yl)amino)pyridin-2-yl)cyclopropanecarboxamide